ClC=1C=C(C=C(C1)C(F)(F)F)C1(CC(=NO1)C1CCC(C2CCCCC12)C(=O)NCC(NCC(F)(F)F)=O)C(F)(F)F 4-[5-[3-chloro-5-(trifluoromethyl)phenyl]-4,5-dihydro-5-(trifluoromethyl)-3-isoxazolyl]-N-[2-oxo-2-[(2,2,2-trifluoroethyl)amino]ethyl]-1-decahydronaphthalenecarboxamide